1-(7-morpholino-5-(3-(m-tolyl)-1H-pyrazol-1-yl)furo[3,2-b]pyridin-2-yl)ethan-1-one O1CCN(CC1)C1=C2C(=NC(=C1)N1N=C(C=C1)C=1C=C(C=CC1)C)C=C(O2)C(C)=O